NC1=C(C(NC=C1)=O)C1=NC=CC=N1 aminopyrimidinyl-pyridone